tert-butyl ((5-bromothiophen-2-yl)methyl)(methyl)carbamate BrC1=CC=C(S1)CN(C(OC(C)(C)C)=O)C